2-(4-Isopropyl-3,5-dimethoxyphenyl)naphthalene C(C)(C)C1=C(C=C(C=C1OC)C1=CC2=CC=CC=C2C=C1)OC